4-(hydroxymethyl)quinoline-2-carboxylic acid OCC1=CC(=NC2=CC=CC=C12)C(=O)O